4-bromo-3-methoxy-pyridin-2-amine BrC1=C(C(=NC=C1)N)OC